N-(4-(6-aminopyridin-3-yl)pyrimidin-2-yl)-N-(1-methyl-1H-pyrazol-4-yl)propane-1-sulfonamide NC1=CC=C(C=N1)C1=NC(=NC=C1)N(S(=O)(=O)CCC)C=1C=NN(C1)C